(S)-2-(1,3-dimethyl-4-oxo-1,4-dihydro-5H-pyrazolo[3,4-d]pyridazin-5-yl)-N-(1-(4-methoxyphenyl)ethyl)acetamide CN1N=C(C2=C1C=NN(C2=O)CC(=O)N[C@@H](C)C2=CC=C(C=C2)OC)C